FC1C2CCC(CC1=O)N2C(=O)OC(C)(C)C (±)-tert-butyl 2-fluoro-3-oxo-8-azabicyclo[3.2.1]octane-8-carboxylate